(2-fluoro-4-(3-fluorobenzyloxy)phenyl)methanol FC1=C(C=CC(=C1)OCC1=CC(=CC=C1)F)CO